N1=CC=C(C=C1)C1=NN=C(O1)C12CC3(CC(CC(C1)C3)C2)NC(=O)C2=NC(=CC=C2)C 6-Methyl-pyridine-2-carboxylic acid [3-(5-pyridin-4-yl-[1,3,4]oxadiazol-2-yl)-adamantan-1-yl]-amide